C(CC)C1=CC=C(C=C1)C1=C(C(=C(C(=C1)C1CCCCC1)OCC(F)(F)F)F)F 4'-propylcyclohexyl-2,3-difluoro-4-(2,2,2-trifluoroethoxy)biphenyl